C(C)N1C=NC(=C1C1=NC(=NC=C1)NCCO)C1=CC=C(C=C1)F 2-((4-(1-Ethyl-4-(4-fluorophenyl)-1H-imidazol-5-yl)pyrimidin-2-yl)amino)ethan-1-ol